tert-butyl 1-(6'-bromo-1',3'-dioxo-spiro[cyclopropane-1,4'-isoquinoline]-2'-yl)cyclopropanecarboxylate BrC=1C=C2C3(C(N(C(C2=CC1)=O)C1(CC1)C(=O)OC(C)(C)C)=O)CC3